BrCC=1C=CC(=NC1OC)OCCNC 2-((5-(bromomethyl)-6-methoxypyridin-2-yl)oxy)-N-methylethan-1-amine